C(CCCCCCCCC)C(C(=O)O)CCCCCC\C=C/CCCCCCCC.C(CCCCCCC\C=C/CCCCCCCC)(=O)OCCCCCCCCCC decyl oleate (decyloleate)